1-(6-(5-hydroxy-6-(5-methyl-1H-indazol-4-yl)pyrimidin-4-yl)-2,6-diazaspiro[3.4]octan-2-yl)prop-2-en-1-one OC=1C(=NC=NC1C1=C2C=NNC2=CC=C1C)N1CC2(CN(C2)C(C=C)=O)CC1